Threonylphenylalanin N[C@@H]([C@H](O)C)C(=O)N[C@@H](CC1=CC=CC=C1)C(=O)O